C(C1=CC=CC=C1)OC1=C(C(=C2C[C@@H](N(C2=C1)C(=O)OC(C)(C)C)CN(CC(CC)C)C(=O)OC(C)(C)C)F)N1S(NC(C1)=O)(=O)=O tert-butyl (2R)-6-(benzyloxy)-2-{[(tert-butoxycarbonyl)(2-methylbutyl)amino]methyl}-4-fluoro-5-(1,1,4-trioxo-1λ6,2,5-thiadiazolidin-2-yl)-2,3-dihydro-1H-indole-1-carboxylate